cesium potassium salt [K].[Cs]